N1C(=CC=C1CN)CN 1H-Pyrrole-2,5-DIMETHANAMINE